C1=C(C=C(C(=C1O)O)O)/C=C\\2/C(=O)C3=C(C=C(C=C3O2)O)O The molecule is the 3,4,5-trihydrobenzylidene derivative of 4,6-dihydroxy-1-benzofuran-3(2H)-one. Its glucoside is a significant contributor to the yellow colour of Antirrhinum majus (snapdragon) flowers. It has a role as a metabolite. It is a member of phenols and a member of 1-benzofurans.